OC1=CC=C2C=CNC2=C1 6-hydroxy-1H-indole